(tetrahydrofuran-2-yl)methyl (2-((2-(2-(difluoromethoxy)-7-methylquinoxalin-5-yl) benzo[d]thiazol-6-yl)oxy)ethyl)carbamate FC(OC1=NC2=CC(=CC(=C2N=C1)C=1SC2=C(N1)C=CC(=C2)OCCNC(OCC2OCCC2)=O)C)F